rac-[(1R,2R)-2-(trifluoromethyl)cyclopentyl]methyl N-{[2-(2,6-dioxopiperidin-3-yl)-3-oxo-2,3-dihydro-1H-isoindol-5-yl]methyl}carbamate O=C1NC(CC[C@H]1N1CC2=CC=C(C=C2C1=O)CNC(OC[C@H]1[C@@H](CCC1)C(F)(F)F)=O)=O |&1:6|